Cl.N[C@H]1CN(C[C@@H]1C)C1=NN(C2=C1C=NC(=C2)CC(=O)N)C2=NC(=NC(=C2)C)C(C)(F)F (3-((3R,4S)-3-amino-4-methylpyrrolidin-1-yl)-1-(2-(1,1-difluoroethyl)-6-methylpyrimidin-4-yl)-1H-pyrazolo[4,3-c]pyridin-6-yl)acetamide hydrochloride